N-[2-oxo-2-[3-(6-pyrazolo[1,5-a]pyridin-3-yl-2-pyridyl)-1-piperidyl]ethyl]methane-sulfonamide O=C(CNS(=O)(=O)C)N1CC(CCC1)C1=NC(=CC=C1)C=1C=NN2C1C=CC=C2